C(CC)(=O)[O-].C(CC)(=O)[O-].C(CCCCCCCCCCC)(=O)NCCNC(CCCCCCCCCCC)=O.[Na+].[Na+] sodium N,N'-bislauroyl ethylenediamine dipropionate